FC(C=1C=NC(=NC1)N1CC2CCC(C1)N2C(CCCC2=NNC(C1=CC=CC=C21)=O)=O)F 4-(4-(3-(5-(difluoromethyl)pyrimidin-2-yl)-3,8-diazabicyclo[3.2.1]octan-8-yl)-4-oxobutyl)phthalazin-1(2H)-one